FC=1C(=NC(=NC1)NC1=CC(=C(C=C1)N1CCN(CC1)C)F)C=1C=NN(C1)C1CCCC1 5-fluoro-N-(3-fluoro-4-(4-methylpiperazin-1-yl)phenyl)-4-(1-cyclopentyl-1H-pyrazol-4-yl)pyrimidin-2-amine